C(C)OCC1C(C2CC3COCC(N31)C2)=O 6-(ethoxymethyl)hexahydro-4,8-methanopyrido[2,1-c][1,4]oxazin-7(6H)-one